4-[(3R)-3-methylmorpholin-4-yl]-6-[4-(1-piperidinylsulfonyl)-2-(trifluoromethyl)piperazin-1-yl]-1H-pyridin-2-one C[C@H]1N(CCOC1)C1=CC(NC(=C1)N1C(CN(CC1)S(=O)(=O)N1CCCCC1)C(F)(F)F)=O